C(C1=CC=CC=C1)N(C(=O)C=1N=CC2=CC(=CC=C2C1)Cl)C1CCN(CC1)CCCC N-benzyl-N-(1-butylpiperidin-4-yl)-7-chloroisoquinoline-3-carboxamide